2-chloro-N-(2-methoxyethyl)-7-morpholino-5-(3-(m-tolyl)-1H-pyrazol-1-yl)pyrazolo[1,5-a]pyrimidine-2-carboxamide ClC1(NN2C(N=C(C=C2N2CCOCC2)N2N=C(C=C2)C=2C=C(C=CC2)C)=C1)C(=O)NCCOC